di(2,6-dimethoxyphenyl)triethylene glycol tert-Butyl-4-tetradecanoylpiperazine-1-carboxylate C(C)(C)(C)C1N(CCN(C1)C(CCCCCCCCCCCCC)=O)C(=O)O.COC1=C(C(=CC=C1)OC)C(COCCOCCO)(C1=C(C=CC=C1OC)OC)O